N-{3-[2-(2-cyano-2-methylideneethyl)-1-oxo-2,3-dihydro-1H-isoindol-4-yl]phenyl}-1-methylpiperidine-4-carboxamide C(#N)C(CN1C(C2=CC=CC(=C2C1)C=1C=C(C=CC1)NC(=O)C1CCN(CC1)C)=O)=C